CN1C(=CC=2C=NC(=CC21)NC2CCOCC2)C2=CC(=NC=C2)N(C(OC(C)(C)C)=O)CC(F)(F)F tert-butyl N-[4-[1-methyl-6-(tetrahydropyran-4-ylamino)pyrrolo[3,2-c]pyridin-2-yl]-2-pyridyl]-N-(2,2,2-trifluoroethyl)carbamate